C(C)(C)(C)C1=CC(=NN1[C@@H]1CN(CC1)C)NC=1N(C=2C(=NC=C(C2Cl)OC=2C=C3C(=NC2)SC=C3)N1)C (S)-N-(5-(tert-butyl)-1-(1-methylpyrrolidin-3-yl)-1H-pyrazol-3-yl)-7-chloro-1-methyl-6-(thieno[2,3-b]pyridin-5-yloxy)-1H-imidazo[4,5-b]pyridin-2-amine